[N+](=O)([O-])C1=CC=C(C=C1)C(CSC1=NN=NN1C1=CC=C(C(=O)O)C=C1)=O 4-(5-((2-(4-nitrophenyl)-2-oxoethyl)thio)-1H-tetrazol-1-yl)benzoic acid